OC1=C(C)C=CC(=C1S(=O)(=O)O)O 2,4-dihydroxy-3-toluenesulfonic acid